Tert-butyl 4-(3-chlorobenzyl)-3,4-dihydroquinoxaline-1(2H)-carboxylate ClC=1C=C(CN2CCN(C3=CC=CC=C23)C(=O)OC(C)(C)C)C=CC1